3-cyclobutyl-N-(methanesulfonyl)-4-[4-(morpholin-4-yl)piperidin-1-yl]-1-phenyl-1H-pyrazolo[3,4-b]pyridine-6-carboxamide C1(CCC1)C1=NN(C2=NC(=CC(=C21)N2CCC(CC2)N2CCOCC2)C(=O)NS(=O)(=O)C)C2=CC=CC=C2